C(#N)C1=C(COC2=C(C(=O)NC=3C=NC=CC3)C=CC=C2)C=CC=C1 2-(2-cyanobenzyloxy)-N-(pyridin-3-yl)benzamide